3-Methyl-3-mercaptobutanoic acid CC(CC(=O)O)(C)S